bis(2,6-dibutoxybenzoyl)(2-methylprop-1-yl)phosphine oxide C(CCC)OC1=C(C(=O)P(CC(C)C)(C(C2=C(C=CC=C2OCCCC)OCCCC)=O)=O)C(=CC=C1)OCCCC